C1(CC1)C=1N=C2N(C=C(C=C2C(F)F)C(=O)OC)C1 methyl 2-cyclopropyl-8-(difluoromethyl)imidazo[1,2-a]pyridine-6-carboxylate